4,4-difluoro-2-(4-fluorophenyl)-N-{4-[5-methyl-4-oxo-3-(pyridin-3-yl)-4,5-dihydro-1H-pyrrolo[3,2-c]pyridin-2-yl]pyridin-2-yl}butanamide FC(CC(C(=O)NC1=NC=CC(=C1)C1=C(C=2C(N(C=CC2N1)C)=O)C=1C=NC=CC1)C1=CC=C(C=C1)F)F